tert-butyl 1-(6-chloro-4-isopropyl-2,7-naphthyridin-1-yl)-1,7-diazaspiro[3.5]nonane-7-carboxylate ClC=1C=C2C(=CN=C(C2=CN1)N1CCC12CCN(CC2)C(=O)OC(C)(C)C)C(C)C